C(CC\C=C/C\C=C/C\C=C/C\C=C/C\C=C/C\C=C/CC)OC(C(=O)O)CC 2-((4Z,7Z,10Z,13Z,16Z,19Z)-docosa-4,7,10,13,16,19-hexaen-1-yloxy)butanoic acid